ethyl (E)-4-methoxy-2-oxo-pent-3-enoate CO/C(=C/C(C(=O)OCC)=O)/C